C[C@@H]1C(=O)[C@H]([C@H]([C@H](O1)OP(=O)([O-])OP(=O)([O-])OC[C@@H]2[C@H](C[C@@H](O2)N3C=C(C(=O)NC3=O)C)O)O)O The molecule is a nucleotide-sugar oxoanion arising from deprotonation of the free diphosphate OH groups of dTDP-4-dehydro-6-deoxy-alpha-D-gulose. It is a conjugate base of a dTDP-4-dehydro-6-deoxy-alpha-D-gulose.